Tert-butyl (6-(4,5-dihydrooxazol-2-yl)-5-methyl-2,4-dioxo-1,4-dihydrothieno[2,3-d]pyrimidin-3(2H)-yl)(methyl)carbamate O1C(=NCC1)C1=C(C2=C(NC(N(C2=O)N(C(OC(C)(C)C)=O)C)=O)S1)C